6-[2-(5-chloro-2-oxo-1-{[2-(trimethylsilyl)ethoxy]methyl}-1,2-dihydrospiro[indole-3,4'-piperidin]-1'-yl)ethoxy]-N-methyl-1,2,3,4-tetrahydroisoquinoline-2-carboxamide ClC=1C=C2C(=CC1)N(C(C21CCN(CC1)CCOC=1C=C2CCN(CC2=CC1)C(=O)NC)=O)COCC[Si](C)(C)C